SC(C(=O)N[C@@H](CS)C(=O)O)(C)C N-(2-mercaptoisobutyryl)-L-cysteine